ClC1=NC=C(C(=N1)Cl)CSC 2,4-dichloro-5-[(methylsulfanyl)methyl]pyrimidine